C(C)OC(=O)C1=CNC(=CC1=O)C1=C(C=C(C2=C1CCO2)OC)OCC2=CC=CC=C2 6-(5-(benzyloxy)-7-methoxy-2,3-dihydrobenzofuran-4-yl)-4-oxo-1,4-dihydropyridine-3-carboxylic acid ethyl ester